N[N+]1=CC(=CC=C1)COCC(C)(O)C 1-[(1-aminopyridin-1-ium-3-yl)methoxy]-2-methyl-propan-2-ol